1,2,3-tris(tert-butylisopropylphosphinomethyl)benzene C(C)(C)(C)C(C1=C(C(=CC=C1)C(PC(C)C)C(C)(C)C)C(PC(C)C)C(C)(C)C)PC(C)C